1,4-Di-isocyanatobutan N(=C=O)CCCCN=C=O